6-[3-(5-chloro-2-fluoro-phenyl)-1H-pyrazol-4-yl]-N-(3-piperidyl)-1,5-naphthyridin-3-amine ClC=1C=CC(=C(C1)C1=NNC=C1C=1N=C2C=C(C=NC2=CC1)NC1CNCCC1)F